N1=CC=CC=2CN(CCC12)C1=CC(=C(C(=C1)C)NC(CC(C)(C)C)=O)SCC N-(4-(7,8-dihydro-1,6-naphthyridine-6(5H)-yl)-2-(ethylthio)-6-methylphenyl)-3,3-Dimethylbutanamide